tertbutyl 4-(5-benzyloxazol-2-yl)piperazine-1-carboxylate C(C1=CC=CC=C1)C1=CN=C(O1)N1CCN(CC1)C(=O)OC(C)(C)C